BrC1=CC(=C(C=C1)C(C)NCC=1C=NC=CC1)Cl 1-(4-bromo-2-chlorophenyl)-N-(pyridin-3-ylmethyl)ethan-1-amine